(7S)-9-(2,6-difluorophenyl)-3-isopropyl-7-methyl-13,16-dioxa-18-thia-2,4,5,8-tetraazatetracyclo[8.8.0.02,6.011,17]octadeca-1(10),3,5,8,11(17)-pentaene FC1=C(C(=CC=C1)F)C1=N[C@H](C2=NN=C(N2C=2SC=3OCCOCC3C12)C(C)C)C